2-[2-[3-[4-[6-[(1S)-1-(tert-butoxycarbonylamino)ethyl]-4-methyl-3-pyridyl]-6-(trifluoromethyl)-2-pyridyl]propoxy]ethoxy]ethyl 4-methylbenzenesulfonate CC1=CC=C(C=C1)S(=O)(=O)OCCOCCOCCCC1=NC(=CC(=C1)C=1C=NC(=CC1C)[C@H](C)NC(=O)OC(C)(C)C)C(F)(F)F